N-{2-[3-(4-Fluorophenyl)-4-(6-phenylfuro[2,3-d]pyrimidin-4-yl)-1H-pyrazol-1-yl]ethyl}methanesulfonamide FC1=CC=C(C=C1)C1=NN(C=C1C=1C2=C(N=CN1)OC(=C2)C2=CC=CC=C2)CCNS(=O)(=O)C